ClC1=NN2C(C=N1)=CN=C2C2(CCC2)CC 2-chloro-7-(1-ethylcyclobutyl)imidazo[4,3-f][1,2,4]triazine